ClC1=C(CNC2CC3=C(C=CC(=C3CC2)OC)OC)C=C(C=C1)C N-(2-chloro-5-methylbenzyl)-5,8-dimethoxy-1,2,3,4-tetrahydronaphthalen-2-amine